C(C)C(CO)(CCCC)O 2-ethyl-1,2-dihydroxyhexane